hydroxymethyl-cyclopropane OCC1CC1